2-(7-(diethylamino)-4-methyl-2-oxo-2H-chromen-3-yl)ethyl ((5-acetamidopyridin-3-yl)methyl)carbamate C(C)(=O)NC=1C=C(C=NC1)CNC(OCCC=1C(OC2=CC(=CC=C2C1C)N(CC)CC)=O)=O